C1(=CC=CC=C1)P(C1=C(C2=CC=CC=C2C=C1)C1=C(C=CC2=CC=CC=C12)P(C1=CC=CC=C1)C1=CC=CC=C1)C1=CC=CC=C1 (R)-(+)-2,2'-bis-(diphenyl-phosphino)-1,1'-binaphthyl